N4-isopropyl-N6-(2-methoxy-4-(morpholinosulfonyl)phenyl)-1H-pyrrolo[2,3-b]pyridine-4,6-diamine C(C)(C)NC=1C2=C(N=C(C1)NC1=C(C=C(C=C1)S(=O)(=O)N1CCOCC1)OC)NC=C2